F.CN(CCO)CCO N-methyldiethanolamine hydrofluoric acid salt